2-(phenyl-diazenyl)terephthalic acid C1(=CC=CC=C1)N=NC1=C(C(=O)O)C=CC(=C1)C(=O)O